Isopropyl (1S,3S)-3-((2-methyl-6-(1-methyl-5-(((tetrahydro-2H-pyran-2-yl)oxy)methyl)-1H-1,2,3-triazol-4-yl)pyridin-3-yl)oxy)cyclohexane-1-carboxylate CC1=NC(=CC=C1O[C@@H]1C[C@H](CCC1)C(=O)OC(C)C)C=1N=NN(C1COC1OCCCC1)C